trifluoromethyl-trifluoroethyl ether FC(F)(F)C(C(F)(F)F)OC(C(F)(F)F)C(F)(F)F